CN(C(C(=O)C1=CC=C(C=C1)N1CCOCC1)(CC)CC1=CC=C(C=C1)C)C 2-dimethylamino-2-(4-methyl-benzyl)-1-(4-morpholinophenyl)-butan-1-one